6-methoxy-2-(3-methoxyphenyl)benzopyran COC=1C=CC2=C(C=CC(O2)C2=CC(=CC=C2)OC)C1